ClC1=C(C=CC(=N1)C1=CNC2=C(C=CC=C12)C#N)OC1CNCC1 3-[6-chloro-5-(pyrrolidin-3-yloxy)pyridin-2-yl]-1H-indole-7-carbonitrile